C1(CC1)C=1C=C(C(=NC1)C(C)N(C(OC(C)(C)C)=O)CC)F tert-butyl (1-(5-cyclopropyl-3-fluoropyridin-2-yl)ethyl)(ethyl)carbamate